heptacosan cerotate C(CCCCCCCCCCCCCCCCCCCCCCCCC)(=O)O.CCCCCCCCCCCCCCCCCCCCCCCCCCC